FC1=CC(=C(C=C1C=1C=NC(=NC1)N1CCOCC1)NC(=O)C1=CN(C(C=C1C(F)(F)F)=O)C)N1C[C@H]([C@@H](C1)N(C)CCOC)F N-[4-fluoro-5-(2-morpholin-4-ylpyrimidin-5-yl)-2-[(3R,4R)-3-fluoro-4-[2-methoxyethyl-(methyl)amino]pyrrolidin-1-yl]phenyl]-1-methyl-6-oxo-4-(trifluoromethyl)pyridine-3-carboxamide